C(CC1=CC=CC=C1)N=C=S phenethyl isothiocyanate